BrC(C)[Si](OC)(OC)OC 1-bromoethyl-trimethoxysilane